CN(C1CN(C1)C1=CC=C(C=N1)N1C=C(C(C2=CC(=C(C=C12)F)F)=O)C(=O)O)C 1-(6-(3-(dimethylamino)azetidin-1-yl)pyridin-3-yl)-6,7-difluoro-4-oxo-1,4-dihydroquinoline-3-carboxylic acid